N-(4-(methylsulfonyl)phenyl)-5-((trimethylsilyl)ethynyl)-2,6-naphthyridin-3-amine CS(=O)(=O)C1=CC=C(C=C1)NC=1N=CC2=CC=NC(=C2C1)C#C[Si](C)(C)C